(1R)-(-)-camphor-10-sulphonic acid [C@@]12(C(=O)CC(CC1)C2(C)C)CS(=O)(=O)O